5-(didodecylamino)-5-oxopentanoic acid C(CCCCCCCCCCC)N(C(CCCC(=O)O)=O)CCCCCCCCCCCC